C(C)(C)N1N=NC2=C1C=CC(=C2)C(=O)NC2=C(C=C(C=C2)OC)C 1-isopropyl-N-(4-methoxy-2-methylphenyl)-1,2,3-benzotriazole-5-carboxamide